methyl 5-cyclopropyl-3-[4-(1-hydroxy-1-methyl-ethyl)anilino]-6-(3-methylimidazo[4,5-c]pyridin-7-yl)pyrazine-2-carboxylate C1(CC1)C=1N=C(C(=NC1C=1C2=C(C=NC1)N(C=N2)C)C(=O)OC)NC2=CC=C(C=C2)C(C)(C)O